1-[1'-[3-methoxy-4-[2-(trifluoromethoxy)ethoxy]benzoyl]-2-methyl-spiro[3,4-dihydropyrrolo[1,2-a]pyrazine-1,4'-piperidine]-6-yl]ethanone COC=1C=C(C(=O)N2CCC3(CC2)C=2N(CCN3C)C(=CC2)C(C)=O)C=CC1OCCOC(F)(F)F